C(C1=CC=CC=C1)N1CC2(CCC(C1)C2=O)C(=O)OC(C)C isopropyl 3-benzyl-8-oxo-3-azabicyclo[3.2.1]octane-1-carboxylate